Cl.ClC1=CC=C(C=C1)\C=N\NC(=N/N=C/C1=CC=C(C=C1)Cl)N 1,2-bis[(E)-(4-chlorophenyl)methylideneamino]guanidine hydrochloride